N-(2-Bromophenyl)thiobutanamide BrC1=C(C=CC=C1)NC(CCC)=S